CO[Si](CCCNCCC[Si](OC)(OC)OC)(OC)OC di(3-trimethoxysilyl-propyl)amine